C(C)(=O)C1=NN(C=2C=C3C(=CC12)C1=C(CC=C3)N=C(N=C1)C)CC(=O)N(C)[C@H](C(=O)NC1=NC(=CC=C1C)Br)C (S)-2-(2-(11-acetyl-3-methylpyrimido[4',5':6,7]cyclohepta[1,2-f]indazol-9(5H)-yl)-N-methylacetamido)-N-(6-bromo-3-methylpyridin-2-yl)propanamide